O=C1CCNCCC2N1CCC2 6-oxo-decahydropyrrolo[1,2-a][1,5]diazocine